methyl 1-(4-(1-(2,6-diethylphenyl) azetidin-3-yl)-2,6-dimethylbenzyl)-piperidine-4-carboxylate C(C)C1=C(C(=CC=C1)CC)N1CC(C1)C1=CC(=C(CN2CCC(CC2)C(=O)OC)C(=C1)C)C